tert-butyl N-ethyl-N-[(2S)-2-[4-(6-fluoro-1-tetrahydropyran-2-yl-3-vinyl-indazol-5-yl)-2-methyl-pyrazol-3-yl]oxypropyl]carbamate C(C)N(C(OC(C)(C)C)=O)C[C@H](C)OC=1N(N=CC1C=1C=C2C(=NN(C2=CC1F)C1OCCCC1)C=C)C